7-(4-Bromoniodibenzofuran-1-yl)benzo[c]carbazole [BrH+]C1=CC=C(C2=C1OC1=C2C=CC=C1)N1C=2C=CC=CC2C=2C3=C(C=CC12)C=CC=C3